1-tridecanone C(CCCCCCCCCCCC)=O